NC1C=C(C(=CC1=NC1=CC=C(C=C1)N(CCO)CCO)NC1=CC=C(C=C1)NCCC[N+](C)(C)C)O {3-[4-(4-amino-5-{4-[bis(2-hydroxyethyl)amino]phenylimino}-2-hydroxyphenylamino)phenylamino]propyl}trimethylammonium